Tert-butyl ((1S,3S)-3-((7-(difluoromethyl)-5-(isopropylamino)-2,6-naphthyridin-3-yl)amino)cyclopentyl)carbamate FC(C1=NC(=C2C=C(N=CC2=C1)N[C@@H]1C[C@H](CC1)NC(OC(C)(C)C)=O)NC(C)C)F